NC=1C2=C(N=CN1)C(=NC(=C2)N2CC(C2)(C)CO)C=2C(=C(C=CC2C)O)C 3-(4-amino-6-(3-(hydroxymethyl)-3-methylazetidin-1-yl)pyrido[3,4-d]pyrimidin-8-yl)-2,4-dimethylphenol